C1(CCCCC1)C1=CC=C(C=C1)NC1=CC=2C(C3=CC=CC=C3C2C=C1)(C)C N-(4-cyclohexylphenyl)-9,9-dimethyl-9H-fluoren-2-amine